5-((3-(trans-3-(3-Cyclopropyl-4-(7-(morpholinomethyl)quinoxalin-2-yl)-1H-pyrazol-1-yl)cyclobutyl)propyl)amino)-2-(2,6-dioxopiperidin-3-yl)isoindoline-1,3-dione C1(CC1)C1=NN(C=C1C1=NC2=CC(=CC=C2N=C1)CN1CCOCC1)[C@@H]1C[C@H](C1)CCCNC=1C=C2C(N(C(C2=CC1)=O)C1C(NC(CC1)=O)=O)=O